N-Methyl-bromofluoroacetamide CNC(C(F)Br)=O